N-((3R,5R,7R)-adamantan-1-yl)-4-((1S,3S)-3-butyl-6-methoxy-1,2,3,4-tetrahydroisoquinolin-1-yl)benzamide C12(CC3CC(CC(C1)C3)C2)NC(C2=CC=C(C=C2)[C@@H]2N[C@H](CC3=CC(=CC=C23)OC)CCCC)=O